[NH4+].[Si]([O-])([O-])(O)O.[Na+] sodium silicate, ammonium salt